L-2,4-diamino-N-butyramide methyl-4-[(3S)-3-hydroxypyrrolidine-1-carbonyl]-6-(trifluoromethyl)pyridine-2-carboxylate COC(=O)C1=NC(=CC(=C1)C(=O)N1C[C@H](CC1)O)C(F)(F)F.N[C@H](C(=O)N)CCN